ethyl 6-hydroxy-4-methoxy-2,3-dimethylbenzoate OC1=CC(=C(C(=C1C(=O)OCC)C)C)OC